NC1C(N(C2=C(C(C1)(F)F)C=C(C(=C2)C2=NN=C(O2)C(C#N)(C)C)F)CC2=CC=C(C=C2)C2=NC=CC(=C2)C(F)(F)F)=O 2-[5-[3-amino-5,5,7-trifluoro-2-oxo-1-[[4-[4-(trifluoromethyl)-2-pyridyl]phenyl]methyl]-3,4-dihydro-1-benzazepin-8-yl]-1,3,4-oxadiazol-2-yl]-2-methyl-propanenitrile